C1(=CC=CC=C1)C1N=C2SCCN2C1 6-phenyl-2,3,5,6-tetrahydroimidazo[2,1-b]Thiazole